(R)-1-((4-Hydroxy-1-(3-phenylbutanoyl)piperidin-4-yl)methyl)-[4,5'-bipyrimidin]-6(1H)-one OC1(CCN(CC1)C(C[C@@H](C)C1=CC=CC=C1)=O)CN1C=NC(=CC1=O)C=1C=NC=NC1